N-((3-methyl-1-phenyl-1H-pyrazol-5-yl)oxy)methyloctanoamide CC1=NN(C(=C1)OCNC(CCCCCCC)=O)C1=CC=CC=C1